C(CCCCC)NC(=O)NCCCCCCCCC N-hexyl-N'-nonylurea